4-cyclohexanedipentanol C1(CCC(CC1)CCCCCO)CCCCCO